C1(=CC=CC=C1)C(C=1N=CNC1)N1CCCC1 4-(phenyl-(pyrrolidin-1-yl)methyl)-1H-imidazole